C1(CC1)C1=NN(C(=C1I)C(=O)OCC)CC1C(OCC1)C(F)(F)F ethyl 3-cyclopropyl-4-iodo-1-((2-(trifluoromethyl)tetrahydrofuran-3-yl)methyl)-1H-pyrazole-5-carboxylate